tert-butyl 8-(((S)-1-((2S,4R)-4-hydroxy-2-(((S)-1-(4-(4-methylthiazol-5-yl)phenyl)ethyl)carbamoyl)pyrrolidin-1-yl)-3,3-dimethyl-1-oxobutan-2-yl)amino)-8-oxooctanoate O[C@@H]1C[C@H](N(C1)C([C@H](C(C)(C)C)NC(CCCCCCC(=O)OC(C)(C)C)=O)=O)C(N[C@@H](C)C1=CC=C(C=C1)C1=C(N=CS1)C)=O